ClC1=CC=C(OCC(=O)N2CCN(CC2)CC2=NC3=CC=CC=C3C(N2C2=C(C=CC(=C2)C(CN2CC=3N(CC2)C=CN3)=O)OC(C)C)=O)C=C1 2-((4-(2-(4-chlorophenoxy)acetyl)piperazin-1-yl)methyl)-3-(5-(2-(5,6-dihydroimidazo[1,2-a]pyrazin-7(8H)-yl)acetyl)-2-isopropoxyphenyl)quinazolin-4(3H)-one